Cis-tert-butyl-((1s,4s)-4-(3-(4-(3,4-dichloro-phenyl)but-3-yn-2-yl)ureido)-cyclohexyl)-carbamate C(C)(C)(C)OC(N[C@@H]1CC[C@@H](CC1)NC(=O)NC(C)C#CC1=CC(=C(C=C1)Cl)Cl)=O